FC(=COC(C1=CC=C(C=C1)I)=O)F.FC1=CC=C(C=C1)N1CCN(CC1)CC1=C(C2=C(C=CO2)C=C1)O 6-{[4-(4-fluorophenyl)piperazin-1-yl]methyl}-7-hydroxybenzofuran 2,2-difluorovinyl-4-iodobenzoate